(S)-2-(4-bromo-2-(1,1-difluoroethyl)phenoxy)propanamide BrC1=CC(=C(O[C@H](C(=O)N)C)C=C1)C(C)(F)F